C1=C(C=CC=2C3=CC=C(C=C3C3(C12)C1=CC=CC=C1C=1C=CC=CC13)N1C=3N(CCC1)CCCN3)N3C=1N(CCC3)CCCN1 1,1'-(9,9'-spirobi[9H-fluoren]-2,7-diyl)bis(1,3,4,6,7,8-hexahydro-2H-pyrimido[1,2-a]pyrimidine)